C1=NC=C(C2=CC=CC=C12)N1C(N(C2(CC2)C1C#N)C=1C=NC(=CC1)C(F)(F)F)=O 6-(Isoquinolin-4-yl)-5-oxo-4-(6-(trifluoromethyl)pyridin-3-yl)-4,6-diazaspiro[2.4]heptane-7-carbonitrile